2-methyl-1,8-naphthyridine CC1=NC2=NC=CC=C2C=C1